2-methyl-4-[[4-[5-(trifluoromethyl)-2-pyridinyl]-1-piperazinyl]carbonyl]-1(2H)-phthalazinone CN1C(C2=CC=CC=C2C(=N1)C(=O)N1CCN(CC1)C1=NC=C(C=C1)C(F)(F)F)=O